(pyridine-2-sulfonyl)-1H,2H,3H,4H,5H,6H-pyrrolo[3,4-c]pyrrole-2-carboxylic acid tert-butyl ester C(C)(C)(C)OC(=O)N1C(C=2CNCC2C1)S(=O)(=O)C1=NC=CC=C1